FC(C(=O)N[C@H](CO)C)(F)F (S)-2-(trifluoroacetyl)aminopropanol